COC1=CC=C(C(=C1OC)OC)C1=CC=C(C(=C1OC)OC)OC (S)-4,5,6,4',5',6'-hexamethoxybiphenyl